C(C)(=O)NC1CCC(CC1)NC(=O)C=1C=NC2=CC=C(N=C2C1NC(C)C)C1=CN=CS1 N-((1r,4r)-4-acetamidocyclohexyl)-4-(isopropylamino)-6-(thiazol-5-yl)-1,5-naphthyridine-3-carboxamide